N-[3-[4-bromo-1-(2,2,2-trifluoroethyl)indol-2-yl]prop-2-ynyl]-2-methoxy-4-methylsulfonyl-aniline BrC1=C2C=C(N(C2=CC=C1)CC(F)(F)F)C#CCNC1=C(C=C(C=C1)S(=O)(=O)C)OC